7-bromo-6-fluoro-4-methyl-Yl-(1-(2-methyl-3-(trifluoromethyl)phenyl)ethyl)phthalazin-1-amine BrC1=C(C(=C2C(NN=C(C2=C1)N)=C)C(C)C1=C(C(=CC=C1)C(F)(F)F)C)F